5,7-Dihydroxy-4-oxo-2-(3,4,5-trihydroxyphenyl)-4H-1-benzopyran-3-yl alpha-L-rhamnopyranoside O([C@H]1[C@H](O)[C@H](O)[C@@H](O)[C@@H](O1)C)C1=C(OC2=C(C1=O)C(=CC(=C2)O)O)C2=CC(=C(C(=C2)O)O)O